C(C)(C)(C)OC(N[C@H](C)C1=C(C(=C(C(=C1)OCC)Br)OCC)C)=O tert-butyl[(1R)-1-(4-bromo-3,5-diethoxy-2-methylphenyl)ethyl]carbamate